C1C2=CC=CC=C2CO1 dihydroisobenzofuran